O1CC(C1)CO[C@H]1COC2=CC=CC=C2[C@@H]1N (3R,4S)-3-(oxetan-3-ylmethoxy)chroman-4-amine